ClC1C(C)O1.C1(=CC=CC=C1)O phenol compound with epoxychloropropane